NC=1C=CC(=C2CN(C(C12)=O)CC(C#N)=C)C=1C=C2C(=NNC2=CC1)C=1C=NN(C1)C 2-({7-amino-4-[3-(1-methyl-1H-pyrazol-4-yl)-1H-indazol-5-yl]-1-oxo-2,3-dihydro-1H-isoindol-2-yl}methyl)prop-2-enenitrile